CN(CCO)CCOC1=CC=CC=C1 2-(methyl(2-phenoxyethyl)amino)ethan-1-ol